C(CC)S(=O)C1=NC=C2NC(NC2=N1)=O 2-propylsulfinyl-7H-purin-8-one